CC1=CC(=NN1C=1C=C2C=CN(C2=CC1)CC1=CC=C(C=C1)C1=CC=C(C=C1)S(=O)(=O)CCN1CCN(CC1)C)C(=O)N 5-Methyl-1-(1-((4'-((2-(4-methylpiperazin-1-yl)ethyl)sulfonyl)-[1,1'-biphenyl]-4-yl)methyl)-1H-indol-5-yl)-1H-pyrazol-3-carboxamid